8-fluoro-3'H-spiro[chroman-4,2'-imidazo[1,2-a]pyridine]-6'-carbonitrile FC=1C=CC=C2C1OCCC21N=C2N(C=C(C=C2)C#N)C1